methyl 3-((6-fluoro-1-tosyl-4-vinyl-1H-indol-5-yl)oxy)benzimidothioate hydroiodide I.FC1=C(C(=C2C=CN(C2=C1)S(=O)(=O)C1=CC=C(C)C=C1)C=C)OC=1C=C(C(=N)SC)C=CC1